C(C)C=1SC(=C(N1)C1=CC=CC=C1)OC1=CC(=NC=C1)C1(NC=C(C=C1)NCCN1CCN(CC1)CC)N 2-(4-((2-ethyl-4-phenylthiazol-5-yl)oxy)pyridin-2-yl)-N5-(2-(4-ethylpiperazin-1-yl)ethyl)pyridine-2,5-diamine